C(C1=CC=CC=C1)OC1CC(C1)OC1=NC(=NC=C1C(=O)NC1=C(C=CC=C1Cl)Cl)NC=1C=NN(C1)C1CCN(CC1)C 4-[3-(benzyloxy)cyclobutoxy]-N-(2,6-dichlorophenyl)-2-{[1-(1-methylpiperidin-4-yl)-1H-pyrazol-4-yl]amino}pyrimidine-5-carboxamide